C(C=C)(=O)N1CC(N(CC1)C1=CC=C(O1)CCC(=O)NCCCCCCCCNC(OCC1[C@H]2CCC#CCC[C@@H]12)=O)=O ((1R,8S,9s)-bicyclo[6.1.0]non-4-yn-9-yl)methyl (8-(3-(5-(4-acryloyl-2-oxopiperazin-1-yl)furan-2-yl)propanamido)octyl)carbamate